Tert-butyl 4-((5-cyclopropyl-3-(2,6-difluorophenyl)isoxazol-4-yl)methoxy)piperidine-1-carboxylate C1(CC1)C1=C(C(=NO1)C1=C(C=CC=C1F)F)COC1CCN(CC1)C(=O)OC(C)(C)C